C(C)(C)(C)OC(=O)N(C1=CC(=NC=2N1N=CC2C2CC2)NC[C@@H]2[C@H](CN(CC2)C(=O)OC(C)(C)C)O)CC2=NC=C(C=C2)C2=CC=CC=C2 tert-butyl (3r,4r)-4-(((7-((tert-butoxycarbonyl) ((5-phenylpyridin-2-yl) methyl) amino)-3-cyclopropylpyrazolo[1,5-a]pyrimidin-5-yl) amino) methyl)-3-hydroxypiperidine-1-carboxylate